(2S)-2-Methylazetidine [(1R,4S)-7,7-dimethyl-2-oxo-norbornan-1-yl]methanesulfonate CC1([C@@H]2CC([C@]1(CC2)CS(=O)(=O)O)=O)C.C[C@@H]2NCC2